3-morpholinopropane-1-one O1CCN(CC1)CCC=O